Cl.CN1CCC(CC1)C(=O)NC1=NNC2=CC=C(C=C12)C1=C(C(=C(C=C1F)F)OC)F 1-methyl-N-[5-(2,4,6-trifluoro-3-methoxyphenyl)-1H-indazol-3-yl]piperidine-4-carboxamide hydrochloride